FC1(C(CN(CC1)C(=O)OC(C)(C)C)C=1C=NC(=NC1)OC)F tert-butyl 4,4-difluoro-3-(2-methoxypyrimidin-5-yl)piperidine-1-carboxylate